(S)-N-((S)-1-(4-(4-isopropyl-5-(8-methoxy-[1,2,4]triazolo[1,5-a]pyridin-6-yl)-1H-pyrazol-3-yl)phenyl)ethyl)-N-methyl-2-(methylamino)propanamide Tert-butyl-(4-aminobenzyl)carbamate C(C)(C)(C)N(C(O)=O)CC1=CC=C(C=C1)N.C(C)(C)C=1C(=NNC1C=1C=C(C=2N(C1)N=CN2)OC)C2=CC=C(C=C2)[C@H](C)N(C([C@H](C)NC)=O)C